CC1=C(OCC=2NC(NC2)=S)C=CC=C1C 4-[(2,3-Dimethylphenoxy)methyl]1,3-dihydro-imidazole-2-thione